CN(C(=O)C=1C=C2C(C=C(OC2=C(C1)C=C)N1C[C@H](OCC1)C)=O)C (R)-N,N-dimethyl-2-(2-methylmorpholino)-4-oxo-8-vinyl-4H-chromene-6-carboxamide